O1CCC(CC1)C=1N=C2C(=NC1)NC=C2C2CCN(CC2)C(=O)C2=CC=C(C=C2)C(C(F)(F)F)(C(F)(F)F)O [4-(2-tetrahydropyran-4-yl-5H-pyrrolo[2,3-b]pyrazin-7-yl)-1-piperidyl]-[4-[2,2,2-trifluoro-1-hydroxy-1-(trifluoromethyl)ethyl]phenyl]methanone